N1(C=NC2=C1C=CC=C2)[C@@H]2C[C@@H](CCC2)NC2=NC=C(C(=N2)Cl)C#N 2-(((1R,3S)-3-(1H-benzo[d]imidazol-1-yl)cyclohexyl)amino)-4-chloropyrimidine-5-carbonitrile